[Br-].C(C)OCC[N+](C)(C)CCOCC N,N-bis(2-ethoxyethyl)-N,N-dimethyl-ammonium bromide